4-METHYL-3-NITROBENZALDEHYDE CC1=C(C=C(C=O)C=C1)[N+](=O)[O-]